1-((1r,4r)-4-((4-bromophenylmethyl)oxy)cyclohexyl)-2,5-dimethyl-1H-pyrrole BrC1=CC=C(C=C1)COC1CCC(CC1)N1C(=CC=C1C)C